dinaphtho[2,1-d:1',2'-f][1,3,2]dioxaphosphepin 4-oxide C1=CC=2OP(OC3=C(C2C=2C=CC=CC12)C1=CC=CC=C1C=C3)=O